[C@@H](C)(CC)NC(=O)[C@H]1CN([C@@H]2CC=3C4=C(C2=C1)C=CC=C4NC3)CC=C (6aR,9R)-N-((R)-sec-butyl)-7-allyl-4,6,6a,7,8,9-hexahydroindolo[4,3-fg]quinoline-9-carboxamide